(1S,3R)-3-(5-amino-1-(tert-butyl)-1H-pyrazol-3-yl)cyclopentan-1-ol NC1=CC(=NN1C(C)(C)C)[C@H]1C[C@H](CC1)O